2-[3-(3-{1-[4-amino-3-(difluoromethyl)-1H-pyrazolo[3,4-d]pyrimidin-1-yl]ethyl}-5-chloro-6-fluoro-2-methoxyphenyl)azetidin-1-yl]ethanol NC1=C2C(=NC=N1)N(N=C2C(F)F)C(C)C=2C(=C(C(=C(C2)Cl)F)C2CN(C2)CCO)OC